3-{2-[(cyclopropylcarbonyl)amino][1,3]thiazolo[5,4-b]pyridin-5-yl}-N-{4-[(4-ethylpiperazin-1-yl)methyl]-3-(trifluoromethyl)phenyl}benzamide C1(CC1)C(=O)NC=1SC2=NC(=CC=C2N1)C=1C=C(C(=O)NC2=CC(=C(C=C2)CN2CCN(CC2)CC)C(F)(F)F)C=CC1